3,4-diaminopyridine nitrogen [N].NC=1C=NC=CC1N